C(C)(C)C=1C(=NNC1C=1C=C(C=2N(C1)N=CN2)C)CN(C)C 1-(4-isopropyl-5-(8-methyl-[1,2,4]triazolo[1,5-a]pyridin-6-yl)-1H-pyrazol-3-yl)-N,N-dimethyl-methanamine